2-oxopyridin-1(2H)-carbothioamide O=C1N(C=CC=C1)C(N)=S